1-[(2R)-2-(4-cyclopropyl-triazol-1-yl)-3,3-dimethyl-butyryl]-N-[(4-fluorophenyl)-tetrahydrofuran-2-yl-methyl]-4-hydroxy-pyrrolidine-2-carboxamide C1(CC1)C=1N=NN(C1)[C@@H](C(=O)N1C(CC(C1)O)C(=O)NC(C1OCCC1)C1=CC=C(C=C1)F)C(C)(C)C